C(C)(C)(C)C1C(CCCC1)CC(=O)[O-] ortho-tert-butylcyclohexylacetate